N[C@@H](CN1C(C=2C=C3C(=CC2CC1)N(C(=N3)C=3N(C1=CC(=CC=C1C3)N3CCC(CC3)OC)CC3CC3)C)=O)CF (S)-6-(2-amino-3-fluoropropyl)-2-(1-(cyclopropylmethyl)-6-(4-methoxypiperidin-1-yl)-1H-indol-2-yl)-1-methyl-1,6,7,8-tetrahydro-5H-imidazo[4,5-g]isoquinolin-5-one